OC(C)(C)C1=C(C=CC=N1)C(F)(F)F 6-(1-hydroxy-1-methyl-ethyl)-5-[trifluoromethyl]pyridine